(S)-3-((5-chloro-4-(methylcarbamoyl)-2-nitrophenyl) amino)-4,4-dimethylvalerate ClC=1C(=CC(=C(C1)N[C@@H](CC(=O)[O-])C(C)(C)C)[N+](=O)[O-])C(NC)=O